FC(OC1=C(C=C(C(=N1)OC)NS(=O)(=O)C1=CNC2=CC(=CC=C12)C(F)F)F)F N-[6-(difluoromethoxy)-5-fluoro-2-methoxypyridin-3-yl]-6-(difluoromethyl)-1H-indole-3-sulfonamide